2-Bromo-4-(2-hydroxypropoxy)-6-iodopyridin-3-ol BrC1=NC(=CC(=C1O)OCC(C)O)I